tert-butyl (3-acrylamido-1-(4-(trifluoromethyl)phenyl)-1,2,3,4-tetrahydroquinolin-5-yl)carbamate C(C=C)(=O)NC1CN(C2=CC=CC(=C2C1)NC(OC(C)(C)C)=O)C1=CC=C(C=C1)C(F)(F)F